OCCCC1=CC(=CC=C1)O 1-hydroxy-3-(3-hydroxyphenyl)propane